4-(2-{[(3S)-piperidin-3-yl]amino}-5-(trifluoromethyl)pyrimidin-4-yl)-1H-pyrrole-2-carboxamide N1C[C@H](CCC1)NC1=NC=C(C(=N1)C=1C=C(NC1)C(=O)N)C(F)(F)F